Propane-1,2,3-triyl tris(3-oxobutanoate) O=C(CC(=O)OCC(COC(CC(C)=O)=O)OC(CC(C)=O)=O)C